(2S)-2-[(3R)-1-tert-Butoxycarbonylpyrrolidin-3-yl]-3-[3-[3-[3-[(2S)-2-[(3R)-1-tert-butoxycarbonylpyrrolidin-3-yl]-2-carboxy-ethyl]phenyl]-2-oxo-benzimidazol-1-yl]phenyl]propanoic acid C(C)(C)(C)OC(=O)N1C[C@H](CC1)[C@@H](C(=O)O)CC1=CC(=CC=C1)N1C(N(C2=C1C=CC=C2)C2=CC(=CC=C2)C[C@H](C(=O)O)[C@@H]2CN(CC2)C(=O)OC(C)(C)C)=O